i-propyl butyrate n-butyl-butyrate C(CCC)OC(CCC)=O.C(CCC)(=O)OC(C)C